3-chloro-5-cyclopropyl-N,4-dihydroxybenzamidine ClC=1C=C(C(=N)NO)C=C(C1O)C1CC1